C12OCC(C1)(C2)C=2N=C1N(C=C(C(=N1)OC(C)C)C(=O)NC=1C(N(C=CC1)C1C(C1)F)=O)C2 2-(2-oxabicyclo[2.1.1]hexan-4-yl)-N-(1-(2-fluorocyclopropyl)-2-oxo-1,2-dihydropyridin-3-yl)-7-isopropoxyimidazo[1,2-a]pyrimidine-6-carboxamide